2-hydroxy-3,4-methylenedioxybenzene OC1=CC=CC2=C1OCO2